N-(hydroxyethyl)ethylenediaminetriacetic acid C(CN(CC(=O)O)CC(=O)O)N(CCO)CC(=O)O